N-(2-(4-cyanopyridin-2-yl)-1H-pyrrolo[3,2-c]pyridin-6-yl)-1-methyl-1H-pyrazole-4-carboxamide C(#N)C1=CC(=NC=C1)C1=CC=2C=NC(=CC2N1)NC(=O)C=1C=NN(C1)C